Allyl 9-(O-((2-oxabicyclo[2.2.2]octan-4-yl)methyl)-L-threonyl)-3,9-diazaspiro[5.5]undecane-3-carboxylate C12OCC(CC1)(CC2)CO[C@@H]([C@H](N)C(=O)N2CCC1(CCN(CC1)C(=O)OCC=C)CC2)C